F[C@H]1[C@@H](C1)C1C(CCC(C1=O)C(C)C)(C)N1C2CN(CC1CC2)C=2C=1N(N=CC2)C=C(C1)C1COCC1 ((1S,2R)-2-fluorocyclopropyl)(3-(6-(tetrahydrofuran-3-yl)pyrrolo[1,2-b]pyridazin-4-yl)-3,8-diazabicyclo[3.2.1]octan-8-yl)menthanone